CC=1C=C(C(=O)O)C=C(C1)NC=1SC=C(N1)C=1C=NC=CC1 3-Methyl-5-((4-(pyridin-3-yl)thiazol-2-yl)amino)benzoic acid